tert-butyl 2-((diphenylmethylene)amino)-3-(triallylsilyl)propanoate C1(=CC=CC=C1)C(C1=CC=CC=C1)=NC(C(=O)OC(C)(C)C)C[Si](CC=C)(CC=C)CC=C